C(#N)C=1C=CC2=C(N(C(=N2)C2=CC=C(C=C2)C(=O)N[C@H](C(=O)NC2=CC=C(C(=O)NC3=C(C(=C(C(=O)NC4=CC=C(C(=O)O)C=C4)C=C3)O)OC(C)C)C=C2)CC#C)CC)C1 4-(4-{4-[(2S)-2-{[4-(6-Cyano-1-ethyl-1H-1,3-benzodiazol-2-yl)phenyl]formamido}pent-4-ynamido]benzamido}-2-hydroxy-3-(propan-2-yloxy)benzamido)benzoic acid